tert-butyl 4-[5-chloro-3-(2,3-dichlorophenyl)-1H-pyrazolo[3,4-b]pyrazin-6-yl]piperazine-1-carboxylate ClC=1N=C2C(=NC1N1CCN(CC1)C(=O)OC(C)(C)C)NN=C2C2=C(C(=CC=C2)Cl)Cl